N-(4-chlorobenzo[d]isoxazol-3-yl)-4-isopropylbenzenesulfonamide tert-butyl-[4-[(5-aminoisoquinolin-6-yl)amino]phenyl]carbamate C(C)(C)(C)N(C(O)=O)C1=CC=C(C=C1)NC=1C(=C2C=CN=CC2=CC1)N.ClC1=CC=CC2=C1C(=NO2)NS(=O)(=O)C2=CC=C(C=C2)C(C)C